4-(5-bromothiazol-2-yl)-2-methoxy-aniline BrC1=CN=C(S1)C1=CC(=C(N)C=C1)OC